ONC(C1=CC=C(C=C1)C1=NC2=C(N1)C=C(C(=C2)N2CCN(CC2)C)C#CC2=CC=C(C=C2)OC)=O N-hydroxy-4-(6-((4-methoxyphenyl)ethynyl)-5-(4-methylpiperazin-1-yl)-1H-benzimidazol-2-yl)benzamide